C(C1=CC=CC=C1)N1CCC(CC1)CCNC(=O)N1[C@@H](CN(C[C@@H]1C)C=1N=NC(=CC1)C#N)C (2R,6S)-N-[2-(1-benzylpiperidin-4-yl)ethyl]-4-(6-cyanopyridazin-3-yl)-2,6-dimethylpiperazine-1-carboxamide